CC(CC(CO)C)NC1=C2N=CN(C2=NC=N1)C1OCCCCC1 6-(1'-methyl-4-hydroxy-3-methylbutylamino)-9-(oxepan-2-yl)-9H-purine